(S)-(2-Fluorophenyl)((2R,5S)-5-(((1r,4S)-4-methoxycyclohexyl)methyl)-pyrrolidin-2-yl)methanol hydrochloride Cl.FC1=C(C=CC=C1)[C@H](O)[C@@H]1N[C@@H](CC1)CC1CCC(CC1)OC